4-(1H-pyrazol-1-yl)biphenyl-formamide N1(N=CC=C1)C=1C=C(C(=CC1)C1=CC=CC=C1)C(=O)N